cyclohexyl N-[5-(2-amino-1,3-benzothiazol-6-yl)-2-methyl-3-pyridyl]carbamate NC=1SC2=C(N1)C=CC(=C2)C=2C=C(C(=NC2)C)NC(OC2CCCCC2)=O